FC1=CC(=C(C=C1)C(=O)N1[C@H]2C(CC(C1)CC2)OC2=NC=C(C=C2)C(F)(F)F)C2=NC=CC=N2 |r| (R/S)-(4-fluoro-2-(pyrimidin-2-yl)phenyl)(6-((5-(trifluoromethyl)pyridin-2-yl)oxy)-2-azabicyclo[2.2.2]octan-2-yl)methanone